2-(4-(1-oxoisoindolin-2-yl)phenyl)butanoic acid O=C1N(CC2=CC=CC=C12)C1=CC=C(C=C1)C(C(=O)O)CC